(E)-3-(6-((1H-imidazol-1-yl)methyl)pyridin-3-yl)acrylic acid N1(C=NC=C1)CC1=CC=C(C=N1)/C=C/C(=O)O